dipentaerythritol trimyristate C(CCCCCCCCCCCCC)(=O)OCC(COC(CCCCCCCCCCCCC)=O)(COCC(COC(CCCCCCCCCCCCC)=O)(CO)CO)CO